2-(3-bromophenoxy)-9-(5-(4-(tert-butyl)phenyl)pyridin-2-yl)-9H-carbazole BrC=1C=C(OC2=CC=3N(C4=CC=CC=C4C3C=C2)C2=NC=C(C=C2)C2=CC=C(C=C2)C(C)(C)C)C=CC1